COCCNC(C1=CC(=CC=C1)S(NC(CC1=CC(=CC=C1)C(N)=N)C=1SC2=C(N1)C=CC(=C2)OC)(=O)=O)=O N-(2-methoxyethyl)-3-[[2-(3-carbamimidoylphenyl)-1-(6-methoxy-1,3-benzothiazol-2-yl)ethyl]sulfamoyl]benzamide